FC(C(=NO)C1=CC=C(C=C1)SC)(F)F 2,2,2-trifluoro-1-(4-methylthiophenyl)-ethanone oxime